2-(2-cyanopropyl)-7-methoxy-N-(6-(trifluoromethyl)pyridin-2-yl)imidazo[1,2-a]pyridine-6-carboxamide C(#N)C(CC=1N=C2N(C=C(C(=C2)OC)C(=O)NC2=NC(=CC=C2)C(F)(F)F)C1)C